methyl 3-[(2S)-2-(2-formyl-3-hydroxyphenoxymethyl)piperidine-1-carbonyl]pyridine-2-carboxylate C(=O)C1=C(OC[C@H]2N(CCCC2)C(=O)C=2C(=NC=CC2)C(=O)OC)C=CC=C1O